C(C)OC(C(C\C=C(\CCC=C(C)C)/C)C(COC1OCCCC1)=O)=O (E)-5,9-dimethyl-2-(2-((tetrahydro-2H-pyran-2-yl)oxy)acetyl)dec-4,8-dienoic acid ethyl ester